8-(1-(2-Hydroxy-2-methylpropyl)-1H-pyrazol-4-yl)-1-(4-methoxybenzyl)-4-(5-methyl-1,3,4-oxadiazol-2-yl)-1,3-dihydro-2H-benzo[b]azepin-2-one OC(CN1N=CC(=C1)C=1C=CC2=C(N(C(CC(=C2)C=2OC(=NN2)C)=O)CC2=CC=C(C=C2)OC)C1)(C)C